NC1=NN2C(N=C(C=C2)C=2C=C3CN(C(C3=C(C2)OC(F)(F)F)=O)[C@@H](C)C2CC2)=C1C(=O)NC=1C=NC=CC1C (S)-2-amino-5-(2-(1-cyclopropylethyl)-1-oxo-7-(trifluoromethoxy)isoindolin-5-yl)-N-(4-methylpyridin-3-yl)pyrazolo[1,5-a]pyrimidine-3-carboxamide